2-(N-tert-butylamino)ethyl methacrylate C(C(=C)C)(=O)OCCNC(C)(C)C